C(C)(C)(C)C1=CC=C(OC2=C(C=C(C=N2)C(=O)N[C@@H](CO)C)C2=NN(C=C2)C)C=C1 6-(4-tert-Butylphenoxy)-N-[(2R)-1-hydroxypropan-2-yl]-5-(1-methyl-1H-pyrazol-3-yl)pyridine-3-carboxamide